C1(CCCCC1)NCCCCS(=O)(=O)O 4-cyclohexylaminobutyl-sulfonic acid